3-chloro-4-oxo(6,6,7,7-2H4)-5H-pyrazolo[1,5-a]pyrazin-2-ylboronic acid ClC=1C(=NN2C1C(NC(C2([2H])[2H])([2H])[2H])=O)B(O)O